(+/-)-(2,5-dimethyl-2,3-dihydro-1H-inden-2-yl)methanol (hydroxymethyl)-3,6-dihydropyridine-1(2H)-carboxylate OCC1N(CC=CC1)C(=O)OCC1(CC2=CC=C(C=C2C1)C)C